Methyl (4-(2-((3-cyano-5-(3-fluorobenzyl)-4,5,6,7-tetrahydrothieno[3,2-c]pyridin-2-yl)amino)-2-oxoethyl)phenyl)(methyl)phosphinate C(#N)C1=C(SC2=C1CN(CC2)CC2=CC(=CC=C2)F)NC(CC2=CC=C(C=C2)P(OC)(=O)C)=O